ClC1=C2C(N(C=NC2=CC=C1OC1=C(C(=CC=C1F)F)C#N)C1CCC2(C1)CCN(CC2)C(=O)OC(C)(C)C)=O tert-butyl 3-[5-chloro-6-(2-cyano-3,6-difluoro-phenoxy)-4-oxo-quinazolin-3-yl]-8-azaspiro[4.5]decane-8-carboxylate